4-(piperazin-1-yl)-N-(6-((7-(p-tolyl)quinolin-4-yl)thio)hexyl)aniline N1(CCNCC1)C1=CC=C(NCCCCCCSC2=CC=NC3=CC(=CC=C23)C2=CC=C(C=C2)C)C=C1